6-Chloro-3-((1-(2-(6,6-difluoro-3-azabicyclo[3.1.0]hexan-3-yl)-3-ethyl-6-methyl-4-oxo-3,4-dihydroquinazolin-8-yl)ethyl)amino)picolinic acid ClC1=CC=C(C(=N1)C(=O)O)NC(C)C=1C=C(C=C2C(N(C(=NC12)N1CC2C(C2C1)(F)F)CC)=O)C